Hex-yldecanoic Acid C(CCCCC)C(C(=O)O)CCCCCCCC